methyl N6-(3-(3-(2H-benzo[d][1,2,3]triazol-2-yl)-4-hydroxyphenyl)propanoyl)-N2-methacryloyl-L-lysinate N=1N(N=C2C1C=CC=C2)C=2C=C(C=CC2O)CCC(=O)NCCCC[C@H](NC(C(=C)C)=O)C(=O)OC